BrC=1C=C2[C@]3(CNC(C2=CC1)=O)[C@H]([C@H]3C)F (1r,2s,3s)-6'-bromo-2-fluoro-3-methyl-2',3'-dihydro-1'H-spiro[cyclopropane-1,4'-isoquinolin]-1'-one